C(CCC)(=O)C1=CC(=C(C=C1)OC)OC 4-butyryl-1,2-dimethoxybenzene